CN1C2CN(C(C1)C2)CCC(C(C=C)=C)=C 1-(5-methyl-2,5-diazabicyclo[2.2.1]heptan-2-yl)-3,4-dimethylenehex-5-ene